benzyloxyborane C(C1=CC=CC=C1)OB